methyl-(4-methyl-1-(6-nitropiperidin-3-yl)piperidin-4-yl)carbamic acid tert-butyl ester C(C)(C)(C)OC(N(C1(CCN(CC1)C1CNC(CC1)[N+](=O)[O-])C)C)=O